trans-2,2-dichloro-N-(4-chloro-3-(2-methylhydrazine-1-carbonyl)phenyl)-3-(3,5-dichlorophenyl)cyclopropane-1-carboxamide hydrochloride Cl.ClC1([C@H]([C@@H]1C1=CC(=CC(=C1)Cl)Cl)C(=O)NC1=CC(=C(C=C1)Cl)C(=O)NNC)Cl